14-((benzyloxy)carbonyl)-3,15-dioxo-1-phenyl-14-undecyl-2,19,22-trioxa-16-azapentacosan-25-oic acid C(C1=CC=CC=C1)OC(=O)C(CCCCCCCCCCC(OCC1=CC=CC=C1)=O)(C(NCCOCCOCCC(=O)O)=O)CCCCCCCCCCC